N-(4-amino-3-iodophenyl)acetamide NC1=C(C=C(C=C1)NC(C)=O)I